C(=O)O.ONC(C=C)=O N-hydroxyacrylamide formate